CC1CCN(CC1)CCC(=O)NC1=CC(=CC=C1)CNC1=NC=C(C2=C1CCO2)C2=CC=NC=C2 3-(4-methylpiperidin-1-yl)-N-(3-(((7-(pyridin-4-yl)-2,3-dihydrofuro[3,2-c]pyridin-4-yl)amino)methyl)phenyl)propanamide